2-(2-vinylethoxy)-3-propyl acrylate C(C=C)(=O)OCC(C)OCCC=C